(S)-6-(4-(methoxycarbonyl)phenyl)-4-(2-methylthiophen-3-yl)-3,6-dihydropyridine COC(=O)C1=CC=C(C=C1)[C@@H]1C=C(CC=N1)C1=C(SC=C1)C